N-hydroxy-4-((3-(4-(2-hydroxyethoxy)phenethyl)-2,4-dioxo-3,4-dihydroquinazolin-1(2H)-yl)methyl)benzamide ONC(C1=CC=C(C=C1)CN1C(N(C(C2=CC=CC=C12)=O)CCC1=CC=C(C=C1)OCCO)=O)=O